N1(N=CC=C1)C1=C(CNC2=C3N=CN(C3=NC(=N2)N2C[C@@H](CCC2)N)C(C)C)C=CC=C1 (R)-N-(2-(1H-pyrazol-1-yl)benzyl)-2-(3-aminopiperidin-1-yl)-9-isopropyl-9H-purin-6-amine